FC(=CC1=CC=C(C=C1)C1=CC=CC=C1)F 1-(2,2-difluorovinyl)-4-phenyl-benzene